C12NCC(C(C1)O)C2 2-azabicyclo[2.2.1]heptan-5-ol